tris(octylthiopropyl) phosphite P(OCCCSCCCCCCCC)(OCCCSCCCCCCCC)OCCCSCCCCCCCC